O=CCC1(CN(CC1)C(=O)OC(C)(C)C)C(=O)OC 1-(tert-butyl) 3-methyl 3-(2-oxoethyl)pyrrolidine-1,3-dicarboxylate